trimethyl-[3-[2-(3-trimethylsilyloxyprop-1-ynyl)phenyl]prop-2-ynoxy]silane C[Si](OCC#CC1=C(C=CC=C1)C#CCO[Si](C)(C)C)(C)C